C(#N)[C@H](C[C@H]1C(NCC1)=O)NC(=O)[C@@H]1N([C@H]2CC([C@@H]1CC2)(F)F)C([C@@H](CC2CCC2)NC(C(F)(F)F)=O)=O (1R,3R,4R)-N-[(1S)-1-cyano-2-[(3S)-2-oxopyrrolidin-3-yl]ethyl]-2-[(2R)-3-cyclobutyl-2-[(2,2,2-trifluoroacetyl)amino]propanoyl]-5,5-difluoro-2-azabicyclo[2.2.2]octane-3-carboxamide